[1-[4-(1,5-naphthyridin-2-ylamino)-2-pyridyl]-4-piperidyl]ethyl 4-methylbenzenesulfonate CC1=CC=C(C=C1)S(=O)(=O)OCCC1CCN(CC1)C1=NC=CC(=C1)NC1=NC2=CC=CN=C2C=C1